C(C)(C)(C)OC(=O)N1C[C@H](CCC1)NC=1N=CC2=CC=C(C(=C2C1)C1=CNC2=CC=CC=C12)C#N (S)-3-((6-cyano-5-(1H-indol-3-yl)isoquinolin-3-yl)amino)piperidine-1-carboxylic acid tert-butyl ester